S1C(=NC2=C1C=CC=C2)C2=C(SC=1CNCCC12)NC(C1=CC=C(C=C1)NCCNC(C)C)=O N-(3-(Benzo[d]thiazol-2-yl)-4,5,6,7-tetrahydrothieno[2,3-c]pyridin-2-yl)-4-((2-(isopropylamino)ethyl)amino)benzamide